C1(CCCCC1)C[C@@H](C(=O)NC(CNC(=O)N(C)C)C=O)NC(OCC1=CC(=CC=C1)Cl)=O 3-chlorobenzyl ((2S)-3-cyclohexyl-1-((1-(3,3-dimethylureido)-3-oxopropan-2-yl)amino)-1-oxopropan-2-yl)carbamate